C(C)(C)(C)N1C[C@@H](N(CC1)C(=O)OC(C)(C)C)C tert-butyl (S)-4-(tert-butyl)-2-methylpiperazine-1-carboxylate